diallyl-monomethyl-isocyanuric acid C(C=C)N1C(N(C(N(C1=O)C)=O)CC=C)=O